BrC(C(=O)OCC(COC(C(C)(C)Br)=O)(COCC(COC(C(C)(C)Br)=O)(COC(C(C)(C)Br)=O)COC(C(C)(C)Br)=O)COC(C(C)(C)Br)=O)(C)C dipentaerythritol hexa(2-bromoisobutyrate)